R-allylamine C(C=C)N